ClC=1C=CC=C2C=C(N(C12)C(=O)OC(C)(C)C)CCl tert-butyl 7-chloro-2-(chloromethyl)-1H-indole-1-carboxylate